C[N+]1=CC=C(C=C1)C1=CC=[N+](C=C1)CCCCCC 1-methyl-1'-hexyl-4,4'-bipyridinium